C(=CC1=CC=CC=C1)C1C(C(C(C1)C=C)CCC(=O)O)CCC(=O)O.C(C1=CC=CC=C1)O[C@@H]1[C@H](O[C@@H]([C@H]([C@H]1OCC1=CC=CC=C1)OCC1=CC=CC=C1)OC)C(COC(C1=CC=CC=C1)(C1=CC=CC=C1)C1=CC=CC=C1)O 1-((2R,3S,4S,5S,6S)-3,4,5-tris(benzyloxy)-6-methoxytetrahydro-2H-pyran-2-yl)-2-(trityloxy)ethan-1-ol (3-styryl-5-vinylcyclopentane-1,2-diyl)bis(methylene)diacetate